p-nitrophenol potassium sulfate S(=O)(=O)([O-])[O-].[K+].[N+](=O)([O-])C1=CC=C(C=C1)O.[K+]